C(C=C)(=O)N1[C@@H](C[C@H](CC1)N1C=NC=2C(=NC=3C(=C(C(=CC3C21)Cl)C2=C(C(=CC=C2)Cl)C)F)OC[C@@H]2N(CCC2)C)CC#N ((2S,4S)-1-acryloyl-4-(8-chloro-7-(3-chloro-2-methylphenyl)-6-fluoro-4-(((R)-1-methylpyrrolidin-2-yl)methoxy)-1H-imidazo[4,5-c]quinolin-1-yl)piperidin-2-yl)acetonitrile